COC1=CC(=NC=C1OC)NCC1=CC(=C(C(=C1)O)N1CC(NS1(=O)=O)=O)F 5-(4-(((4,5-dimethoxypyridin-2-yl)amino)methyl)-2-fluoro-6-hydroxyphenyl)-1,2,5-thiadiazolidin-3-one 1,1-dioxide